hexamethylene 1,6-dithiosulfate dihydrate O.O.S(=S)(=O)(OCCCCCCOS(=S)(=O)O)O